(2R,4S)-(1-((5-methoxy-7-methyl-1H-indol-4-yl)methyl)-4-(1H-pyrazol-1-yl)piperidin-2-yl)benzoic acid COC=1C(=C2C=CNC2=C(C1)C)CN1[C@H](C[C@H](CC1)N1N=CC=C1)C1=C(C(=O)O)C=CC=C1